C(C)(C)(C)OC(=O)N1C=CC2=C(C(=CC(=C12)C)C1CC1)O.CN(C)CC1=NOC(=N1)C1=NN2C(=NC=3C=CC=CC3C2=N1)N[C@H]1C(NCCCC1)=O (3R)-3-[(2-{3-[(dimethylamino)methyl]-1,2,4-oxadiazol-5-yl}[1,2,4]triazolo[1,5-c]quinazolin-5-yl)amino]azepan-2-one tert-butyl-4-hydroxy-5-cyclopropyl-7-methyl-1H-indole-1-carboxylate